5-(2-chlorobenzoyl)amino-3-(1-neopentylpiperidin-4-yl)-1H-indole ClC1=C(C(=O)NC=2C=C3C(=CNC3=CC2)C2CCN(CC2)CC(C)(C)C)C=CC=C1